[(3-fluoropyridin-4-yl)methyl]-7-methyl-7H-pyrrolo[2,3-d]pyrimidin-4-amine FC=1C=NC=CC1CC=1N=C(C2=C(N1)N(C=C2)C)N